N-(1,1-dimethylsilinan-4-yl)-2-methyl-4H-pyrrolo[3,2-d]thiazole-5-carboxamide C[Si]1(CCC(CC1)NC(=O)C1=CC=2N=C(SC2N1)C)C